CC=1C2=C(N=NC1C1=CC=C3C(C=CO3)=C1O)N(C=N2)[C@H]2CN(CCC2)C2COC2 5-[4-methyl-7-[(3R)-1-(oxetan-3-yl)-3-piperidyl]imidazo[4,5-c]pyridazin-3-yl]benzofuran-4-ol